iminohydantoin N=C1C(NC(N1)=O)=O